C(C)(C)(C)OC(=O)NCC1=CC(=C(C(=C1)C)NC(=O)C1=CC2=C(OCCC3=C2SC=C3)C=C1C=1C(=NC(=CC1)C(NCCC)=O)C(=O)OC)C(NC1CC1)=O methyl 3-(9-((4-(((tert-butoxycarbonyl)amino)methyl)-2-(cyclopropylcarbamoyl)-6-methylphenyl)carbamoyl)-4,5-dihydrobenzo[b]thieno[2,3-d]oxepin-8-yl)-6-(propylcarbamoyl)picolinate